(2R)-2-amino-N-[2-(3-hydroxy-4-methoxyphenyl)ethyl]4,4-Dimethylpentanamide N[C@@H](C(=O)NCCC1=CC(=C(C=C1)OC)O)CC(C)(C)C